BrC=1C=C(\C=C\2/C(NC3=CC=C(C=C23)I)=O)C=C(C1O)Br (Z)-3-(3,5-Dibromo-4-hydroxybenzylidene)-5-iodoindolin-2-one